C1(CCCC1)CN1CCC(CC1)CC=1C(NN=C(C1)N1N=CC=C1)=O [1-(cyclopentylmethyl)piperidin-4-yl]methyl-6-pyrazol-1-ylpyridazin-3-one